N1(CCCCC1)C1CCN(CC1)C1=C(C=NC2=CC=C(C=C12)F)S(=O)(=O)C1=CC=C(C=C1)CC 4-([1,4'-bipiperidin]-1'-yl)-3-((4-ethylphenyl)sulfonyl)-6-fluoroquinoline